3-chloro-5-iodo-N-[1-(3-pyrazin-2-ylpyrazin-2-yl)ethyl]benzamide ClC=1C=C(C(=O)NC(C)C2=NC=CN=C2C2=NC=CN=C2)C=C(C1)I